NC1=C(C=C(C=N1)NC(C(=O)N1[C@@H](CC[C@H](C1)C)C1=CC=C(S1)C(=O)N)=O)C 5-[(2S,5R)-1-[2-[(6-Amino-5-methyl-3-pyridyl)amino]-2-oxo-acetyl]-5-methyl-2-piperidyl]thiophene-2-carboxamide